2,4,6-Tripropyl-2,4,6-trioxo-1,3,5,2,4,6-trioxatriphosphorinane C(CC)P1(OP(OP(O1)(=O)CCC)(=O)CCC)=O